C(C)(C)(C)OC(=O)NC1CCN(CC1)S(=O)(=O)C=1C=NN(C1C(=O)OC)C methyl 4-((4-((tert-butoxycarbonyl)amino)piperidin-1-yl)sulfonyl)-1-methyl-1H-pyrazole-5-carboxylate